C(O)N(C(NC1N(C(N(C1=O)CO)=O)CO)=O)CO dimethylol-N-(1,3-dimethylol-2,5-dioxo-4-imidazolidinyl)urea